CNC(=O)C1=CC=CC=2CCOC21 N-methyl-2,3-dihydrobenzofuran-7-carboxamide